1,5-dihydrobenzo[d]oxazol-2,4-dione O1C(NC2=C1C=CCC2=O)=O